1,1-bis(3-(tributylsilyl)phenyl)phosphanamine C(CCC)[Si](C=1C=C(C=CC1)P(N)C1=CC(=CC=C1)[Si](CCCC)(CCCC)CCCC)(CCCC)CCCC